FCOC1=NC=CC(=C1)B1OC(C)(C)C(C)(C)O1 2-fluoromethoxypyridine-4-boronic acid pinacol ester